FC=1C=NC(=NC1)C(=O)OC methyl 5-fluoro-2-pyrimidinecarboxylate